FC1=C(N)C(=C(C(=C1F)OC(F)(F)F)F)F 2,3,5,6-tetrafluoro-4-trifluoromethoxyaniline